C(C1=CC=CC=C1)(=O)OS(=O)(=O)N1C(CCC2=CC=C(C=C12)S(=O)(=O)C1=CC2=C(OCCO2)C=C1)C Methyl-((7-(2,3-dihydrobenzo[b][1,4]dioxin-6-sulfonyl)-3,4-dihydroquinolin-1(2H)-yl) sulfonyl) benzoate